ClC=1C(=NN2C1CCCC2)N2N=CC(=C2N(CC#C)C)C#N 1-(3-chloro-4,5,6,7-tetrahydropyrazolo[1,5-a]pyridin-2-yl)-5-[methyl-(prop-2-ynyl)amino]pyrazole-4-carbonitrile